2-lithio-1-[N,N-bis(trimethylsilyl)]aminoethane [Li]CCN([Si](C)(C)C)[Si](C)(C)C